ClC1=C(C=C(C=C1)N1C([C@H](N(C(C1)=O)CC1=CC=C(C=C1)C(F)(F)F)C1COC1)=O)F (R)-1-(4-chloro-3-fluorophenyl)-3-(oxetan-3-yl)-4-(4-(trifluoromethyl)benzyl)piperazine-2,5-dione